CC1(C(N2C(C=3C=CC=CC13)=NC1=C2C=CC=C1)=O)C[Si](CC)(CC)CC 5-methyl-5-((triethylsilyl)methyl)benzo[4,5]imidazo[2,1-a]isoquinolin-6(5H)-one